(2S,3R,4R,5S,6R)-2-[3-[4-[(S)-tetrahydrofuran-3-yloxy]benzyl]-4-chlorophenyl]-6-hydroxymethylepoxyhexane-3,4,5-triol O1C[C@H](CC1)OC1=CC=C(CC=2C=C(C=CC2Cl)[C@]2(CO2)[C@@H]([C@@H]([C@H](CCO)O)O)O)C=C1